CC1=C(C=CC=C1)N1N=C2C(=CC1=O)NN=C2C2=CC=C(C=C2)N2CCN(CC2)C 5-(2-methylphenyl)-3-(4-(4-methylpiperazin-1-yl)phenyl)-1H-pyrazolo[4,3-c]pyridazin-6(5H)-one